C(C=C)(=O)NC=1C=C(C=CC1)C=1C=CC(=C2C=NC=NC12)C1=CC=C(C(=O)NC2=NC=CC=C2)C=C1 4-(8-(3-acrylamidophenyl)quinazolin-5-yl)-N-(pyridin-2-yl)benzamide